6-chloro-1-methyl-4-(6-((1-(trifluoromethyl)cyclopropyl)ethynyl)-2,3-dihydrobenzo[e][1,4]oxazepine-1(5H)-yl)quinolin-2(1H)-one ClC=1C=C2C(=CC(N(C2=CC1)C)=O)N1CCOCC2=C1C=CC=C2C#CC2(CC2)C(F)(F)F